CN1CCN(CC1)CC=1C=C(N)C=CC1 3-[(4-methylpiperazin-1-yl)methyl]aniline